N[C@H](C)C(=O)[O-] D-alaninate